N[C@H](C(=O)O)CC=1C=NC(=CC1)N1CCN(CC1)C (S)-2-amino-3-(6-(4-methylpiperazin-1-yl)pyridin-3-yl)propanoic acid